C(C)S(=O)C=1C=C(C=CC1)NC1=NC(=NC(=N1)NC(C)C)C1=CC=CC=C1 N2-(3-(ethylsulfinyl)phenyl)-N4-isopropyl-6-phenyl-1,3,5-triazine-2,4-diamine